3-cyclopropyl-5-methyl-isoxazole-4-carbaldehyde C1(CC1)C1=NOC(=C1C=O)C